(R)-4,4-dimethyl-2-oxotetrahydrofuran-3-yl trifluoromethanesulfonate FC(S(=O)(=O)O[C@H]1C(OCC1(C)C)=O)(F)F